but-2,3-dienoic acid methyl ester COC(C=C=C)=O